C1(=CC=CC=C1)S(=O)(=O)CC(/C=C/Cl)=CCC=C(C)C (E)-(1-Chloro-7-methyl-3,6-octadienen-3-yl)methyl phenyl sulfone